CN(CC(=O)N1CCC(CC1)C=1C=C2C(=C(NC2=CC1)C1=CC=2N(C=C1)N=C(C2)C)C(C)C)C 2-(dimethylamino)-1-(4-(3-isopropyl-2-(2-methylpyrazolo[1,5-a]pyridin-5-yl)-1H-indol-5-yl)piperidin-1-yl)ethan-1-one